Isobutyl 2,5-dichloro-4-(bis(2-isopropylphenyl)phosphino)-3-thiophenesulfonate ClC=1SC(=C(C1S(=O)(=O)OCC(C)C)P(C1=C(C=CC=C1)C(C)C)C1=C(C=CC=C1)C(C)C)Cl